tert-butyl 4-[[4-[3-(2,6-dioxo-3-piperidyl)-7-fluoro-1-methyl-indazol-6-yl]-1-piperidyl]methyl]piperidine-1-carboxylate O=C1NC(CCC1C1=NN(C2=C(C(=CC=C12)C1CCN(CC1)CC1CCN(CC1)C(=O)OC(C)(C)C)F)C)=O